2,5-dihydroxy-4-n-dodecyl-benzenesulfonic acid sodium salt [Na+].OC1=C(C=C(C(=C1)CCCCCCCCCCCC)O)S(=O)(=O)[O-]